5-octa-1,7-diynyluracil C(#CCCCCC#C)C=1C(NC(NC1)=O)=O